(R)-5-(5-(1-(3,5-Dichloropyridin-4-yl)ethoxy)-1H-indazol-3-yl)-3-methyl-N-(tetrahydro-2H-pyran-4-yl)pyridin-2-amine ClC=1C=NC=C(C1[C@@H](C)OC=1C=C2C(=NNC2=CC1)C=1C=C(C(=NC1)NC1CCOCC1)C)Cl